[Si](C)(C)(C(C)(C)C)OC[C@H]1O[C@H]([C@H]2[C@@H]1OC(O2)(C)C)N2C=CC1=C2N=C(N=C1N)I 7-((3aR,4R,6R,6aR)-6-(((tert-Butyldimethylsilyl)oxy)methyl)-2,2-dimethyltetrahydrofuro[3,4-d][1,3]dioxol-4-yl)-2-iodo-7H-pyrrolo[2,3-d]pyrimidin-4-amine